[[1-[4-[[3-[4-[4-(tert-butoxycarbonylamino)but-2-ynoxy]-3-fluorophenyl]imidazo[1,2-a]pyrazin-8-yl]amino]-2-methyl-benzoyl]-4-piperidyl] methyl] carbamate C(N)(OCC1CCN(CC1)C(C1=C(C=C(C=C1)NC=1C=2N(C=CN1)C(=CN2)C2=CC(=C(C=C2)OCC#CCNC(=O)OC(C)(C)C)F)C)=O)=O